methyl (E)-4-methoxy-3-(2-methoxyvinyl)benzoate COC1=C(C=C(C(=O)OC)C=C1)\C=C\OC